5-(4-fluorophenoxy)-N-((5-phenylpyridin-3-yl)sulfonyl)-1H-indole-2-carboxamide FC1=CC=C(OC=2C=C3C=C(NC3=CC2)C(=O)NS(=O)(=O)C=2C=NC=C(C2)C2=CC=CC=C2)C=C1